N-methyl-3-[4-(4,4,5,5-tetramethyl-1,3,2-dioxaborolan-2-yl)indazol-2-yl]propan-1-amine CNCCCN1N=C2C=CC=C(C2=C1)B1OC(C(O1)(C)C)(C)C